N-[3-chloro-4-(1,3-dioxan-2-ylmethoxy)phenyl]-6-piperazin-1-yl-quinazolin-4-amine ClC=1C=C(C=CC1OCC1OCCCO1)NC1=NC=NC2=CC=C(C=C12)N1CCNCC1